2-geranyl-3-hydroxy-5-propylphenolate C(\C=C(/C)\CCC=C(C)C)C1=C(C=C(C=C1O)CCC)[O-]